methyl 2-(6-bromohexyl)-8-(naphthalen-1-ylmethyl)-6-oxo-9-(3-(trifluoromethyl)phenyl)-3,4-dihydro-2H,6H-pyrido[1,2-e][1,2,5]thiadiazine-4-carboxylate 1,1-dioxide BrCCCCCCN1S(C=2N(C(C1)C(=O)OC)C(C=C(C2C2=CC(=CC=C2)C(F)(F)F)CC2=CC=CC1=CC=CC=C21)=O)(=O)=O